(±)-(R*)-3-[(S*)-2-cyclopentyl-2-hydroxy-2-phenylacetoxy]-1,1-dimethylpyrrolidinium bromide [Br-].C1(CCCC1)[C@@](C(=O)O[C@H]1C[N+](CC1)(C)C)(C1=CC=CC=C1)O |r|